tert-butyl 8-[2-(2,6-dioxo-3-piperidyl)-1-oxo-isoindolin-5-yl]-2,8-diazaspiro[4.5]decane-2-carboxylate O=C1NC(CCC1N1C(C2=CC=C(C=C2C1)N1CCC2(CCN(C2)C(=O)OC(C)(C)C)CC1)=O)=O